Tert-butyl 3-[3-[3-[(4-methoxyphenyl)methyl]-2,4-dioxo-hexahydropyrimidin-1-yl]imidazo[1,2-a]pyridin-8-yl]-3,8-diazabicyclo[3.2.1]octane-8-carboxylate COC1=CC=C(C=C1)CN1C(N(CCC1=O)C1=CN=C2N1C=CC=C2N2CC1CCC(C2)N1C(=O)OC(C)(C)C)=O